(3E)-3-[1-[(6-chloro-3-pyridinyl)methyl]-2-pyridylidene]-1,1,1-trifluoro-propan-2-one ClC1=CC=C(C=N1)CN1\C(\C=CC=C1)=C\C(C(F)(F)F)=O